3-(4-dimethylaminophenyl)-3-(1-methylpyrrolidin-3-yl)-6-dimethylaminophthalide CN(C1=CC=C(C=C1)C1(OC(=O)C2=CC(=CC=C12)N(C)C)C1CN(CC1)C)C